2-(6-chloro-2-(4-methoxy-3-propoxyphenyl)pyrimidin-4-yl)acetic acid ethyl ester C(C)OC(CC1=NC(=NC(=C1)Cl)C1=CC(=C(C=C1)OC)OCCC)=O